CC(C)(SCCC(C)=O)SCCC(C)=O 4'-(propane-2,2-diylbis(sulfanediyl))bis(butan-2-one)